[2H]C(N1N=NC(=C1)C1=CC2=C(N(C(=N2)N)C)C=C1)(C1=CC(=C(C=C1)C=1OC(=NN1)C(F)F)F)[2H] 5-[1-[Dideuterio-[4-[5-(difluoromethyl)-1,3,4-oxadiazol-2-yl]-3-fluorophenyl]methyl]triazol-4-yl]-1-methylbenzimidazol-2-amine